C(C1=CC=CC=C1)N1C[C@H](C[C@@H](C1)O[Si](C)(C)C(C)(C)C)O (3S,5S)-1-benzyl-5-((tert-butyldimethylsilyl)oxy)piperidin-3-ol